NC1=CC(=NC(=N1)SC)C=1C=C(C#N)C=CC1 3-(6-Amino-2-(methylthio)pyrimidin-4-yl)benzonitrile